3-(1,1-difluoro-6-phenylhex-1-en-2-yl)quinoline FC(=C(CCCCC1=CC=CC=C1)C=1C=NC2=CC=CC=C2C1)F